C1CCC2=CC(=CC=C12)OC1=C(C=C(C=C1)S(=O)(=O)C)C=1C2=C(C(N(C1)C)=O)NC=C2 4-[2-(2,3-dihydro-1H-inden-5-yloxy)-5-(methylsulfonyl)phenyl]-6-methyl-1,6-dihydro-7H-pyrrolo[2,3-c]pyridin-7-one